C1(CC1)C1=NN=C(O1)C1=CC=C(C=C1)NC=1N=CC2=C(N1)CNCC2 N-[4-(5-cyclopropyl-1,3,4-oxadiazol-2-yl)phenyl]-5H,6H,7H,8H-pyrido[3,4-d]pyrimidin-2-amine